Ethyl 5-(4-oxa-7-azaspiro[2.5]octan-7-yl)pyrazolo[1,5-a]pyrimidine-3-carboxylate C1CC12OCCN(C2)C2=NC=1N(C=C2)N=CC1C(=O)OCC